ClC1=C(C=CC=C1)C1=NC=2N(C(N(C(C2N1C1=CC=C(C=C1)Cl)=O)CC(=O)N)=O)[C@H](C)C1CCS(CC1)(=O)=O 2-[8-(2-chlorophenyl)-7-(4-chlorophenyl)-3-[(1R)-1-(1,1-dioxo-1λ6-thian-4-yl)ethyl]-2,6-dioxopurin-1-yl]acetamide